ClC1=CC=C(C(=N1)N1CCC(CC1)(F)F)N[C@H](C)C=1C=C(C=C2C(C(=C(OC12)C=1C=NC=CC1)C)=O)C 8-[(1R)-1-[[6-Chloro-2-(4,4-difluoro-1-piperidyl)-3-pyridyl]amino]ethyl]-3,6-dimethyl-2-(3-pyridyl)chromen-4-one